S-benzylcysteamine C(C1=CC=CC=C1)SCCN